1-(1H-imidazol-1-yl)-N-(5-(trifluoromethyl)pyridin-3-yl)imidazo[1,5-a]pyridine-3-carboxamide N1(C=NC=C1)C=1N=C(N2C1C=CC=C2)C(=O)NC=2C=NC=C(C2)C(F)(F)F